ClC1=CC=C(C=C1)C(C=CC1=CC=C(OC(C(=O)O)(C)C)C=C1)=O 2-[4-[3-(4-Chlorophenyl)-3-oxo-1-propenyl]phenoxy]-2-methylpropionic acid